trisodium sulfite S(=O)([O-])[O-].[Na+].[Na+].[Na+]